COC1=CC=C(C=C1)C(OC[C@@H]1[C@H](C[C@@H](O1)N1C(NC=CC1=O)=O)O)(C1=CC=CC=C1)C1=CC=C(C=C1)OC 3-((2R,4S,5R)-5-((bis(4-methoxyphenyl)(phenyl)methoxy)methyl)-4-hydroxytetrahydrofuran-2-yl)pyrimidine-2,4(1H,3H)-dione